(1-(4-chlorophenyl)-5-methyl-1H-1,2,3-triazol-4-yl)methanol ClC1=CC=C(C=C1)N1N=NC(=C1C)CO